C1(=C(C=CC=C1)C#CC1=NNC2=CC=C(C=C12)C(=O)N1CC2(CC1)NCCCC2)C2=CC=CC=C2 (3-([1,1'-biphenyl]-2-ylethynyl)-1H-indazol-5-yl)(2,6-diazaspiro[4.5]decan-2-yl)methanone